C1(C(CCCC1)CCN)CCN 2-cyclohexanediethylamine